N(=[N+]=[N-])CCNC(COC1=CC=C(C=C1)C#CC1=CC(=NC=C1)CN1CCN(CCN(CCN(CC1)CC(=O)OC(C)(C)C)CC(=O)OC(C)(C)C)CC(=O)OC(C)(C)C)=O tri-tert-butyl 2,2',2''-(10-((4-((4-(2-((2-azidoethyl)amino)-2-oxoethoxy)phenyl)ethynyl)pyridin-2-yl)methyl)-1,4,7,10-tetraazacyclododecane-1,4,7-triyl)triacetate